(Rac)-1-methyl-2-oxo-4-[4-{4-[(propan-2-yl)oxy]phenyl}azepan-1-yl]-1,2-dihydro-quinoline-3-carbonitrile CN1C(C(=C(C2=CC=CC=C12)N1CC[C@@H](CCC1)C1=CC=C(C=C1)OC(C)C)C#N)=O |r|